O1CCC(CC1)NC=1N=CC(=NC1)C(=O)N 5-(tetrahydro-2H-pyran-4-ylamino)pyrazine-2-carboxamide